9,9-bis[2-(N-methylcarbamoyl)ethyl]Fluorene CNC(=O)CCC1(C2=CC=CC=C2C=2C=CC=CC12)CCC(NC)=O